N[C@H](C(=O)NCC1=C(C(=CC=C1)Cl)F)CC1=CC=CC=C1 (S)-2-amino-N-(3-chloro-2-fluorobenzyl)-3-phenylpropionamide